C(C)(C)C1=C(C(=CC=C1)C(C)C)N1C(N(C(=C1C)C)CC1=C(C=C(C=C1C)C)C)=[Cu-2]Cl 1-(2,6-diisopropylphenyl)-4,5-dimethyl-3-(2,4,6-trimethylbenzyl)-imidazol-2-ylidenecopper(I) chloride